6-(3-Hydroxyfurfurylamino)-9-β-D-arabinofuranosylpurin OC1=C(CNC2=C3N=CN(C3=NC=N2)[C@H]2[C@@H](O)[C@H](O)[C@H](O2)CO)OC=C1